racemic-1-(tert-butyl) 4-ethyl (3R*,4S*)-3-(4-(tert-butoxycarbonyl)phenyl)piperidine-1,4-dicarboxylate C(C)(C)(C)OC(=O)C1=CC=C(C=C1)[C@@H]1CN(CC[C@@H]1C(=O)OCC)C(=O)OC(C)(C)C |r|